P(=O)(OC(CCCCCCC)CCCCCCC)([O-])[O-] diheptylmethyl phosphate